(3S)-3-[1-oxo-5-(4-piperidyl)isoindolin-2-yl]piperidine-2,6-dione O=C1N(CC2=CC(=CC=C12)C1CCNCC1)[C@@H]1C(NC(CC1)=O)=O